CC=1N2C3=CC=CN=C3C(=NC2=NN1)N1CCCC2=C(C=CC=C12)C#CC(C(F)(F)F)(C)C 3-methyl-8-[5-(4,4,4-trifluoro-3,3-dimethyl-but-1-ynyl)-3,4-dihydro-2H-quinolin-1-yl]-2,4,5,7,10-pentazatricyclo[7.4.0.02,6]trideca-1(13),3,5,7,9,11-hexaene